FC(C=1C=NC=C(C(=O)NC2=CC(=CC=C2)[C@H](C)NC=2N=C3C(=NC2)NN=C3C)C1)F (S)-5-(difluoromethyl)-N-(3-(1-((3-methyl-1H-pyrazolo[3,4-b]pyrazin-5-yl)amino)ethyl)phenyl)nicotinamide